C(N)(=O)C=1C(=NN2C1N=CC=C2C(=O)NC2CN(C1=CC=CC=C1C2)C(=O)OC(C)(C)C)COC Tert-butyl 3-[[3-carbamoyl-2-(methoxymethyl)pyrazolo[1,5-a]pyrimidine-7-carbonyl]amino]-3,4-dihydro-2H-quinoline-1-carboxylate